NC=1C=C(C=CC1N)C1=CC(=CC=C1F)CC1=NNC(C2=CC=CC=C12)=O 4-((3',4'-diamino-6-fluoro-[1,1'-biphenyl]-3-yl)methyl)phthalazin-1(2H)-one